(R)-1-(3-(2-(tert-butoxy)-2-oxoethoxy)phenyl)-3-(3,4-dimethoxyphenyl)propyl (S)-1-(4-(acryloyloxy)-3,3-dimethyl-2-oxobutanoyl)piperidine-2-carboxylate C(C=C)(=O)OCC(C(C(=O)N1[C@@H](CCCC1)C(=O)O[C@H](CCC1=CC(=C(C=C1)OC)OC)C1=CC(=CC=C1)OCC(=O)OC(C)(C)C)=O)(C)C